NC=1C=C(C=C(C1)C(F)(F)F)[C@@H](C)NC=1C=2C(N=C(N1)C)=C1C(N(C2)C2CCC2)=NC=C1 (R)-N-(1-(3-amino-5-(trifluoromethyl)phenyl)ethyl)-6-cyclobutyl-2-methyl-6H-pyrrolo[3',2':5,6]pyrido[4,3-d]pyrimidin-4-amine